OC(CC)C=1C(=CC(=NC1)NC(=O)C1CC1)NC1=NN(C2=CC=C(C(=C12)OC)[C@@H](C(F)(F)F)OC)C N-(5-(1-hydroxypropyl)-4-((4-methoxy-1-methyl-5-((S)-2,2,2-trifluoro-1-methoxyethyl)-1H-indazol-3-yl)amino)pyridin-2-yl)cyclopropanecarboxamide